5-[4'-fluoro-3'-hydroxy-2-(trifluoromethyl)biphenyl-4-yl]-3,6-dihydro-2H-1,3,4-oxadiazin-2-one FC1=C(C=C(C=C1)C1=C(C=C(C=C1)C1=NNC(OC1)=O)C(F)(F)F)O